C(C)(C)(C)OC(=O)N1CC(C1)C1=CC=2N(C(=C1)C1=C(C=C(C=C1)F)C(N(C(C)C)CC)=O)C=NC2C 3-(5-{2-[ethyl(isopropyl)carbamoyl]-4-fluorophenyl}-1-methylimidazo[1,5-a]pyridin-7-yl)azetidine-1-carboxylic acid tert-butyl ester